CC(=O)N[C@@H]1[C@H]([C@@H]([C@H](O[C@H]1O[C@@H]2[C@H](O[C@H]([C@@H]([C@H]2O)O)O[C@H]3[C@@H]([C@H](OC([C@@H]3O)O)CO)O)CO)CO)O)O The molecule is an amino trisaccharide consisting of 2-acetamido-2-deoxy-beta-D-glucopyranose, beta-D-glucopyranose, and D-glucopyranose residues joined in sequence by (1->4) and (1->3) glycosidic bonds. It is an amino trisaccharide and a member of acetamides. It derives from a laminarabiose.